N1N=CC=2C1=C1CC(=CNC1=CC2)C#N 6,9-Dihydro-1H-pyrazolo[3,4-f]quinoline-8-carbonitrile